N-[[2-fluoro-4-(trifluoromethyl)phenyl]methyl]-1,5-dimethyl-pyrazol-4-amine FC1=C(C=CC(=C1)C(F)(F)F)CNC=1C=NN(C1C)C